1-(4-chlorophenyl)-3-[3-(dimethylamino)phenyl]urea ClC1=CC=C(C=C1)NC(=O)NC1=CC(=CC=C1)N(C)C